NC1CCC2(CC3(C(N(C=4C3=NC=CC4)COCC[Si](C)(C)C)=O)C2)CC1 4-Amino-1''-((2-(trimethylsilyl)ethoxy)methyl)dispiro[cyclohexane-1,1'-cyclobutane-3',3''-pyrrolo[3,2-b]pyridin]-2''(1''H)-one